NC1=C(C#N)C=C(C=C1)C(=O)C1=CN=C2N1C=CC=C2C2=CC1=C(N(C=N1)C)C=C2C 2-amino-5-(8-(1,6-dimethyl-1H-benzo[d]imidazol-5-yl)imidazo[1,2-a]pyridine-3-carbonyl)benzonitrile